[Os].COC1=C(C(=NC=C1)C1=NC=CC=C1)OC dimethoxybipyridyl osmium